BrC=1C=C(CN2CCNCC2)C(=CN1)F 4-(2-bromo-5-fluoroisonicotinyl)piperazine